ethyl 2-(4,7-dichloro-6-(6-morpholinopyridin-3-yl)-2H-indazol-2-yl)-2-((R)-6-fluoro-6,7-dihydro-5H-pyrrolo[1,2-c]imidazol-1-yl)acetate ClC=1C2=CN(N=C2C(=C(C1)C=1C=NC(=CC1)N1CCOCC1)Cl)C(C(=O)OCC)C1=C2N(C=N1)C[C@@H](C2)F